1-(3-bromophenyl)-3-(3-bromo-5-trifluoromethoxyphenyl)urea BrC=1C=C(C=CC1)NC(=O)NC1=CC(=CC(=C1)OC(F)(F)F)Br